5-[6-amino-1-[(4-amino-2,6-difluoro-phenyl)methyl]pyrazolo[3,4-d]pyrimidin-4-yl]pyridine-3-carbonitrile NC1=NC(=C2C(=N1)N(N=C2)CC2=C(C=C(C=C2F)N)F)C=2C=C(C=NC2)C#N